(1S)-1-[3-(1-piperidinyl)-1,2,4-thiadiazol-5-yl]ethanamine N1(CCCCC1)C1=NSC(=N1)[C@H](C)N